O=C1NC(CCC1C=1C=C(C=NC1)CN1CCC(CC1)N1N=C2C=C(C(=CC2=C1)NC(C1=CC(=CC=C1)C(F)(F)F)=O)OC)=O N-(2-(1-((5-(2,6-dioxopiperidin-3-yl)pyridin-3-yl)methyl)piperidin-4-yl)-6-methoxy-2H-indazol-5-yl)-3-(trifluoromethyl)benzamide